CC1C2(COC2)CCCN1 5-Methyl-2-oxa-6-azaspiro[3.5]nonane